(1S,2S,3R)-N-(8-amino-7-fluoro-6-(4-methylpyridin-3-yl)isoquinolin-3-yl)-2-(1-(2-hydroxyethyl)-1H-pyrazol-4-yl)-3-methylcyclopropane-1-carboxamide NC=1C(=C(C=C2C=C(N=CC12)NC(=O)[C@@H]1[C@H]([C@H]1C)C=1C=NN(C1)CCO)C=1C=NC=CC1C)F